(2-(2,6-dioxopiperidin-3-yl)-7-fluoro-3-oxoisoindolin-5-yl)methyl(6-(1-methylcyclopropyl)pyridin-3-yl)carbamate O=C1NC(CCC1N1CC2=C(C=C(C=C2C1=O)OC(N(C=1C=NC(=CC1)C1(CC1)C)C)=O)F)=O